NC1=CC=C(C(=C1CO)F)CC (6-amino-3-ethyl-2-fluorophenyl)methanol